CC1(C2C(CC1CC2)=O)C 7,7-dimethyl-2-oxobicyclo[2.2.1]-heptane